C[C@H]1CC[C@@H](N(C1)C(C(=O)NC=1C=C(C=NC1)C(=O)N)=O)C1=CC=NC=C1 5-[[2-[(2R,5S)-5-methyl-2-(4-pyridyl)-1-piperidyl]-2-oxo-acetyl]amino]pyridine-3-carboxamide